(R)-2-fluoro-N-(1-(5-fluoro-1H-indol-3-yl)propan-2-yl)-2-methylpropan-1-amine FC(CN[C@@H](CC1=CNC2=CC=C(C=C12)F)C)(C)C